C(C)(C)(C)S(=O)(=O)C1=CC=C(C=C1)S(=O)(=O)NC1=C(C=CC=C1)N1CCN(CC1)C 4-(tert-butylsulfonyl)-N-(2-(4-methylpiperazin-1-yl)phenyl)benzenesulfonamide